propionic acid Amide C(CC)(=O)N